ClC=1SC(=CN1)COC1=C(OC2=CC=CC=C2C1=O)C=1SC=CC1 3-((2-chlorothiazol-5-yl)methoxy)-2-(thiophen-2-yl)-4H-chromen-4-one